C(CC)OC(=O)C=1C(=C2C(=NC1)NC=C2)N[C@H]2CN(CCC2)C(CC#N)=O.C(=O)=C(CCCCCC(C)(C)C)CCCCCC(C)(C)C 8-carbonyl-2,2,14,14-tetramethyl-pentadecane propyl-(R)-4-((1-(2-cyanoacetyl)piperidin-3-yl)amino)-1H-pyrrolo[2,3-b]pyridine-5-carboxylate